1,3-dimethyl-N-(3-(4-(2-oxoindolin-5-yl)phenyl)propyl)-1H-pyrazole-5-carboxamide CN1N=C(C=C1C(=O)NCCCC1=CC=C(C=C1)C=1C=C2CC(NC2=CC1)=O)C